FC1=C(O[C@H]2C[C@]3([C@H](CN(C3)CC(=O)C=3C=C4CCC(NC4=CC3)=O)C2)O)C=CC=C1 6-(2-((3aR,5R,6aS)-5-(2-fluorophenoxy)-3a-hydroxyhexahydrocyclopenta[c]pyrrol-2(1H)-yl)acetyl)-3,4-dihydroquinolin-2(1H)-one